N[C@@H](CCC(N)=O)C(=O)O |r| racemic-glutamine